C(C)(C)C=1C=C(C=C(C1)C1=C(C=CC=C1C)C)C=O 5-isopropyl-2',6'-dimethyl-[1,1'-biphenyl]-3-carbaldehyde